2-trifluoromethylphenyl-boric acid FC(C1=C(C=CC=C1)OB(O)O)(F)F